N1(CC1)CCOCCOCCOCCN1CC1 1,11-bisaziridinyl-3,6,9-trioxaundecane